CC(C(=O)N1OCCC1C1=CC=CC=C1)(CC)C 2,2-dimethyl-1-(3-phenylisoxazolidin-2-yl)butan-1-one